C(OC(Cl)(Cl)Cl)(OC(Cl)(Cl)Cl)=O bis-(trichloromethyl) carbonate